O[C@@H]1COCC1 (S)-3-Hydroxytetrahydrofuran